2-(2-(cyclopropanesulfonylamino)thiazol-4-yl)-N-(4-(5-isopropoxypyridin-3-yl)phenyl)-2-methylpropanamide C1(CC1)S(=O)(=O)NC=1SC=C(N1)C(C(=O)NC1=CC=C(C=C1)C=1C=NC=C(C1)OC(C)C)(C)C